4,6-dichloro-nicotinaldehyde ClC1=CC(=NC=C1C=O)Cl